C(C#CCCCCCC)(=O)OCC=C 2-Nonynoic acid, 2-propen-1-yl ester